(S)-1-amino-N-(3-chloro-4-fluorophenyl)-7-fluoro-2,3-dihydro-1H-indene-4-carboxamide N[C@H]1CCC=2C(=CC=C(C12)F)C(=O)NC1=CC(=C(C=C1)F)Cl